6-(1-(tert-butyl)-1H-pyrazol-4-yl)-4-chloro-2-methyl-2H-pyrazolo[4,3-c]pyridine C(C)(C)(C)N1N=CC(=C1)C1=CC=2C(C(=N1)Cl)=CN(N2)C